bis(di-tert-butyl-(4-dimethylaminophenyl)-phosphino)-palladium(II) chloride C(C)(C)(C)P(C1=CC=C(C=C1)N(C)C)(C(C)(C)C)[Pd-](P(C(C)(C)C)(C(C)(C)C)C1=CC=C(C=C1)N(C)C)Cl